ClC1=CC(=C(C=C1)C(C)=O)OC1=CC=C(C=C1)Cl 1-(4-chloro-2-(4-chlorophenoxy)phenyl)ethanone